C1(C=CC=C1)[Mg]C1(C=CC=C1)C (cyclopentadienyl)(methylcyclopentadienyl)magnesium